(1-hydroxy-6,6,9-trimethyl-3-pentyl-6H-benzo[c]chromen-2-yl)(morpholino)methanone OC1=C2C3=C(C(OC2=CC(=C1C(=O)N1CCOCC1)CCCCC)(C)C)C=CC(=C3)C